C(C)(C)(C)N1N=CC(=C1C(=O)N(N(C(=O)OC)CC1=C(C=C(C=C1)O)Cl)CC)OC1=CC=CC=C1 methyl 2-(1-(tert-butyl)-4-phenoxy-1H-pyrazole-5-carbonyl)-1-(2-chloro-4-hydroxybenzyl)-2-ethylhydrazine-1-carboxylate